C(C)(C)C(C(NC(C=O)C)=O)NC(CCC(N(CCOCCOCCC(=O)O)C1CCNCC1)=O)=O 5-isopropyl-2-methyl-1,4,7,10-tetraoxo-11-(piperidin-4-yl)-14,17-dioxa-3,6,11-triazaeicosane-20-oic acid